4-(6-(2-hydroxy-6-methyl-4-(trifluoromethyl)phenyl)-2H-pyrazolo[3,4-b]pyridin-2-yl)tetrahydrofuran-3-ol OC1=C(C(=CC(=C1)C(F)(F)F)C)C=1C=CC=2C(N1)=NN(C2)C2C(COC2)O